dipentaerythritol penta-itaconate C(C(=C)CC(=O)O)(=O)O.C(C(=C)CC(=O)O)(=O)O.C(C(=C)CC(=O)O)(=O)O.C(C(=C)CC(=O)O)(=O)O.C(C(=C)CC(=O)O)(=O)O.OCC(CO)(COCC(CO)(CO)CO)CO